6-bromo-5-fluoro-1-(m-tolyl)-1H-indazole BrC1=C(C=C2C=NN(C2=C1)C=1C=C(C=CC1)C)F